O=C1NC2(C(N1)=O)CC(CC2)CC2=C(SC=C2)S(=O)(=O)N ((2,4-dioxo-1,3-diazaspiro[4.4]nonane-7-yl)methyl)thiophene-2-sulfonamide